7-methyl-1-(3-nitrobenzyl)-5-(1H-pyrrole-2-carbonyl)-4,5,6,7-tetrahydro-1H-pyrazolo[4,3-c]pyridine-3-carboxylic acid CC1C2=C(CN(C1)C(=O)C=1NC=CC1)C(=NN2CC2=CC(=CC=C2)[N+](=O)[O-])C(=O)O